(2S)-8-(7-Isoquinolylmethylamino)-N-(2-oxo-2-pyrrolidin-1-yl-ethyl)-N-[(10RS)-spiro[4.5]decan-10-yl]chromane-2-carboxamide C1=NC=CC2=CC=C(C=C12)CNC=1C=CC=C2CC[C@H](OC12)C(=O)N([C@@H]1CCCCC12CCCC2)CC(N2CCCC2)=O |&1:25|